1-(2-Hydroxy-4-methoxyphenyl)-3-(3-hydroxyphenyl)prop-2-en-1-one OC1=C(C=CC(=C1)OC)C(C=CC1=CC(=CC=C1)O)=O